CC1=CC2[C@H](C(OC=3C=C(C=C(C23)O)CCCC#C)=C)CC1 (6Ar)-9-methyl-6-methylidene-3-pent-4-ynyl-6a,7,8,10a-tetrahydrobenzo[c]chromen-1-ol